tert-butyl 3-[7-(3-chloro-2-cyclopropylphenyl)-8-fluoro-2-[(hexahydro-1H-pyrrolizin-7a-yl)methoxy]pyrido[4,3-d]pyrimidin-4-yl]-3,8-diazabicyclo[3.2.1]octane-8-carboxylate ClC=1C(=C(C=CC1)C1=C(C=2N=C(N=C(C2C=N1)N1CC2CCC(C1)N2C(=O)OC(C)(C)C)OCC21CCCN1CCC2)F)C2CC2